C(C)(C)(C)C1=CC(=C(N)C=C1)OC 4-(tert-butyl)-2-methoxyaniline